CC1CCC2C(C3C(=CCC12C3)C)(C)C 2,3,4,7,8,8a-Hexahydro-3,6,8,8-tetramethyl-1H-3a,7-methanoazulene